2,2,2-trifluoro-1-(2-fluorophenyl)ethanone FC(C(=O)C1=C(C=CC=C1)F)(F)F